FC(CN1N=NC(=C1)C(=O)NC)CCN1N=NC(=C1)NC(CC1=CC(=CC=C1)OC(F)(F)F)=O 1-[2-fluoro-4-(4-{2-[3-(trifluoromethoxy)phenyl]acetamido}-1H-1,2,3-triazol-1-yl)butyl]-N-methyl-1H-1,2,3-triazole-4-carboxamide